1-[6-(4-chloroanilino)-2-methylsulfonyl-5-nitro-pyrimidin-4-yl]-4-ethoxy-piperidine-4-carboxamide ClC1=CC=C(NC2=C(C(=NC(=N2)S(=O)(=O)C)N2CCC(CC2)(C(=O)N)OCC)[N+](=O)[O-])C=C1